3-(2,5-dihydroxy-4-sulfobenzamido)isonicotinic acid OC1=C(C(=O)NC2=C(C(=O)O)C=CN=C2)C=C(C(=C1)S(=O)(=O)O)O